[4-(2-hydroxy-n-tetradecyloxy)phenyl]phenyliodonium hexafluorophosphate F[P-](F)(F)(F)(F)F.OC(COC1=CC=C(C=C1)[I+]C1=CC=CC=C1)CCCCCCCCCCCC